4,5-dichloro-N-(1,1-dimethylsilinan-4-yl)-6-methyl-1H-pyrrolo[2,3-b]pyridine-2-carboxamide ClC1=C2C(=NC(=C1Cl)C)NC(=C2)C(=O)NC2CC[Si](CC2)(C)C